tert-butyl (5-(4-((1-(tert-butyl)-3-((1S,3R)-3-((tert-butyldimethylsilyl)oxy)cyclopentyl)-1H-pyrazol-5-yl)amino)pyridin-2-yl)pentyl)carbamate C(C)(C)(C)N1N=C(C=C1NC1=CC(=NC=C1)CCCCCNC(OC(C)(C)C)=O)[C@@H]1C[C@@H](CC1)O[Si](C)(C)C(C)(C)C